ClC1=CC=C(C=C1)[C@@]1(N(C(C2=CC(=CC=C12)C(=C)CCO)=O)CC1=NC=C(C=C1)Cl)OCC1(CC1)CO (3R)-3-(4-chlorophenyl)-2-[(5-chloropyridin-2-yl)methyl]-6-(4-hydroxybut-1-en-2-yl)-3-{[1-(hydroxymethyl)cyclopropyl]methoxy}-2,3-dihydro-1H-isoindol-1-one